oxa[3,7,10]triazacyclotetradecin-11(12H)-one O1CN=CC=CN=CC=NC(CC=C1)=O